ClC=1C(=NC=CC1C1=C(C(=CC=C1)C1=NC(=C(C=C1)CNC[C@H]1NC(CC1)=O)OC)Cl)C1=CC2=C(CN(CCN2C)C(=O)OC(C)(C)C)C=C1 tert-Butyl 8-[3-chloro-4-[2-chloro-3-[6-methoxy-5-[[[(2S)-5-oxopyrrolidin-2-yl]methylamino]methyl]-2-pyridyl]phenyl]-2-pyridyl]-1-methyl-3,5-dihydro-2H-1,4-benzodiazepine-4-carboxylate